2-(4-(6-(((1S,2R,3R,5R)-2-fluoro-1,5,8-trimethyl-8-azabicyclo[3.2.1]octan-3-yl)oxy)pyridazin-3-yl)-3-hydroxyphenyl)-3-methylpyrimidin-4(3H)-one F[C@@H]1[C@@]2(CC[C@](C[C@H]1OC1=CC=C(N=N1)C1=C(C=C(C=C1)C1=NC=CC(N1C)=O)O)(N2C)C)C